FC(C1=NN(C(=C1)C)C1=C(C=CC(=C1)[N+](=O)[O-])C(C)=O)F 1-[2-[3-(difluoromethyl)-5-methyl-pyrazol-1-yl]-4-nitro-phenyl]ethanone